OC=1C=NC=C(C(=O)N[C@@H](CCC(=O)O)C(=O)O)C1 N-(5-hydroxynicotinoyl)-L-glutamic acid